FC(C1=C(OC2CCN(CC2)C(=O)N)C=CC=C1)(F)F 4-[2-(trifluoromethyl)phenoxy]piperidine-1-carboxamide